ethyl-3-iodo-1-(tetrahydro-2H-pyran-2-yl)-1H-indazol-5-ol C(C)C1=C2C(=NN(C2=CC=C1O)C1OCCCC1)I